ClC(C(C(CCl)Cl)Cl)F 1,2,3,4-TETRACHLORO-1-FLUOROBUTANE